1,5,10-trimethyl-1,5,9-cyclododecatriene CC1=CCCC(=CCCC=C(CC1)C)C